FC=1C=C2C=C(C(NC2=C(C1C(F)(F)F)C(NC1=CSC=C1)=O)=O)C(=O)OCC ethyl 6-fluoro-2-oxo-8-(thiophen-3-ylcarbamoyl)-7-(trifluoromethyl)-1,2-dihydroquinoline-3-carboxylate